2-{[(1S)-1-{4-[1-acetyl-4-(4-acryloylpiperazin-1-yl)piperidin-4-yl]phenyl}ethyl]amino}-8-(propan-2-yl)pyrido[2,3-d]pyrimidin-7(8H)-one C(C)(=O)N1CCC(CC1)(N1CCN(CC1)C(C=C)=O)C1=CC=C(C=C1)[C@H](C)NC=1N=CC2=C(N1)N(C(C=C2)=O)C(C)C